2-[8-(morpholin-4-yl)-5-oxo-2-(propan-2-yl)-2,3-dihydroimidazo[1,2-c]pyrido[2,3-e]pyrimidin-6(5H)-yl]acetamide N1(CCOCC1)C1=CC2=C(C=3N(C(N2CC(=O)N)=O)CC(N3)C(C)C)N=C1